1-phenyl-5-methyl-N'-(1-(4-fluorophenyl)methylene)-1H-pyrazole-4-carboxylic acid hydrazide C1(=CC=CC=C1)N1N=CC(=C1C)C(=O)NN=CC1=CC=C(C=C1)F